NC1=NC(=CC(=N1)N1CCC2(CC(N(C2)C(=O)OCC2=CC=CC=C2)C(=O)OCC)CC1)O[C@@H](C(F)(F)F)C1=C(C=C(C=C1)Cl)C1=CC=CC=C1 2-benzyl 3-ethyl 8-(2-amino-6-((R)-1-(5-chloro-[1,1'-biphenyl]-2-yl)-2,2,2-trifluoroethoxy)pyrimidin-4-yl)-2,8-diazaspiro[4.5]decane-2,3-dicarboxylate